(2S,3R,5S)-4-[[3-(3,4-Difluoro-2-methoxy-phenyl)-4,5,5-trimethyl-tetrahydrofuran-2-carbonyl]amino]pyridin-2-carboxamid FC=1C(=C(C=CC1F)[C@@H]1[C@H](OC(C1C)(C)C)C(=O)NC1=CC(=NC=C1)C(=O)N)OC